2-{[(3S,4R)-3-fluoro-1-[4-({8-[(2R,3S)-3-(methanesulfonyl-methyl)-2-methylazetidin-1-yl]-5-(propan-2-yl)isoquinolin-3-yl}amino)pyrimidin-2-yl]piperidin-4-yl]oxy}ethan-1-ol F[C@H]1CN(CC[C@H]1OCCO)C1=NC=CC(=N1)NC=1N=CC2=C(C=CC(=C2C1)C(C)C)N1[C@@H]([C@H](C1)CS(=O)(=O)C)C